norbornene-diene C12=CC=C(C=C1)C2